D-N-methyl-ornithine CN[C@H](CCCN)C(=O)O